C(C)O[Si](CCCNC(=O)C=1N=CNC1)(OCC)OCC N-(3-(triethoxysilyl)propyl)-1H-imidazole-4-carboxamide